BrC=1C=2N(C=C(C1)CF)C=C(N2)[C@@H](C)N[S@](=O)C(C)(C)C (R)-N-((R)-1-(8-bromo-6-(fluoromethyl)imidazo[1,2-a]pyridin-2-yl)ethyl)-2-methylpropane-2-sulfinamide